tert-butyl 2-(4-((4-(4-(2-(2-(2-(5-(tert-butyl)-2-hydroxy-4-(4-oxo-1,4-dihydroquinoline-3-carboxamido)phenoxy)ethoxy)ethoxy)ethoxy)phenyl)piperidin-1-yl)sulfonyl)benzamido)acetate C(C)(C)(C)C=1C(=CC(=C(OCCOCCOCCOC2=CC=C(C=C2)C2CCN(CC2)S(=O)(=O)C2=CC=C(C(=O)NCC(=O)OC(C)(C)C)C=C2)C1)O)NC(=O)C1=CNC2=CC=CC=C2C1=O